ClCCN1CCC(CC1)C1=NOC2=C1C=C(C=C2)C 3-[1-(2-Chloroethyl)piperidin-4-yl]-5-methyl-1,2-benzisoxazole